3-(2-cyclopentyl-2-phenyl-2-hydroxyacetoxy)-1-(ethoxycarbonylmethyl)-1-methylpyrrolidinium C1(CCCC1)C(C(=O)OC1C[N+](CC1)(C)CC(=O)OCC)(O)C1=CC=CC=C1